CN(CCCN\N=C\C1=CC(=C(C=C1)O)OC)C 4-[(E)-(3-(dimethylamino)propylhydrazono)methyl]-2-methoxy-phenol